OC1(CC(C1)C(=O)N1CCC2(CC(C2)C2=CC(=CC(=C2)C)OC)CC1)C ((1s,3s)-3-Hydroxy-3-methylcyclobutyl)(2-(3-methoxy-5-methylphenyl)-7-azaspiro[3.5]nonan-7-yl)methanon